2,6,6-trimethylcyclohex-2-en CC=1CC(CCC1)(C)C